3-(piperidin-1-yl)-1-(4-(pyridin-4-yl)-3,4-dihydroquinoxalin-1(2H)-yl)propan N1(CCCCC1)CCCN1CCN(C2=CC=CC=C12)C1=CC=NC=C1